N1C=NC(=C1)C=1C=C(C=O)C=CC1 3-(1H-IMIDAZOL-4-YL)BENZALDEHYDE